S(=O)(=O)(O)[N] sulfonitrogen